COC=1C=C(C=CC1NCC#CC1=C(C2=C(S1)C(=CC=C2)NC2CCN(CC21CC1)C)CC(F)(F)F)P(C)(C)=O (3-methoxy-4-((3-(7-((5-methyl-5-azaspiro[2.5]octan-8-yl)amino)-3-(2,2,2-trifluoroethyl)benzo[b]thiophen-2-yl)prop-2-yn-1-yl)amino)phenyl)dimethylphosphine oxide